C1(CC1)N1N=CC(=C1)S(=O)(=O)C1=NN(C(C2=CC=CC=C12)=O)CC=1C(=NC=CC1)O (1-cyclopropyl-1H-pyrazol-4-ylsulfonyl)-2-((2-hydroxypyridin-3-yl)methyl)phthalazin-1(2H)-one